BrC1=CC=C(C=C1)[C@@](C(F)(F)F)(N)C1=CC=C(C=C1)C (S)-1-(4-bromophenyl)-2,2,2-trifluoro-1-(p-tolyl)ethan-1-amine